ClC=1C=C2C(=NN(C2=CC1)C)C1=C(C=C(C=C1)NC(OC(C)(C)C)=O)C tert-Butyl (4-(5-chloro-1-methyl-1H-indazol-3-yl)-3-methylphenyl)carbamate